(S)-methyl 2-((S)-2-amino-4,4-dimethylpentanamido)-3-((R)-5,5-dimethyl-2-oxopyrrolidin-3-yl)propanoate N[C@H](C(=O)N[C@H](C(=O)OC)C[C@H]1C(NC(C1)(C)C)=O)CC(C)(C)C